tert-butyl (S)-2-(6-(3-(2-amino-2-oxoethyl)-1H-pyrrolo[2,3-b]pyridin-5-yl)isochroman-8-yl)pyrrolidine-1-carboxylate NC(CC1=CNC2=NC=C(C=C21)C=2C=C1CCOCC1=C(C2)[C@H]2N(CCC2)C(=O)OC(C)(C)C)=O